CN1C(C(=CC2=C1N=C(N=C2)NC2=CC=C(C=C2)N2CCN(CC2)C)N2C1(CC1)CN(CC2)C(C=C)=O)=O 8-methyl-2-[4-(4-methylpiperazin-1-yl)anilino]-6-(7-prop-2-enoyl-4,7-diazaspiro[2.5]oct-4-yl)pyrido[2,3-d]pyrimidin-7-one